COC1=C(C=C2C(=NC(=NC2=C1)C)N[C@H](C)C=1[Se]C=C(C1)C1=C(C=CC=C1)CN1CCCC1)O[C@@H]1COCC1 7-Methoxy-2-methyl-N-((R)-1-(4-(2-(pyrrolidin-1-ylmethyl)phenyl)selenophen-2-yl)ethyl)-6-(((S)-tetrahydrofuran-3-yl)oxy)quinazolin-4-amine